C(CC1=CC=CC=C1)C1(C(=O)OC1C)CCC1=CC=CC=C1 α,α-diphenethyl-β-butyrolactone